[Na].ClC=1C2=CN(N=C2C=CC1S)C 4-Chloro-2-methyl-2H-indazole-5-thiol sodium